OC1=C(C(=O)[O-])C=C(C(=C1)C(=O)[O-])O.[Mg+2].[Ni+2].OC1=C(C(=O)[O-])C=C(C(=C1)C(=O)[O-])O nickel-magnesium 2,5-dihydroxyterephthalate